2,2'-((2-methoxy-5-nitrophenyl)azanediyl)diacetic acid COC1=C(C=C(C=C1)[N+](=O)[O-])N(CC(=O)O)CC(=O)O